C[C@@H]1CC=2C(=NC=NC2C[C@H]1C1=C2C=NNC2=CC=C1C)N1CCN(CC1)C(\C=C\CNC)=O (E)-1-(4-((6R,7R)-6-methyl-7-(5-methyl-1H-indazol-4-yl)-5,6,7,8-tetrahydroquinazolin-4-yl)piperazin-1-yl)-4-(methylamino)but-2-en-1-one